C(#N)C1=NN(C=C1C=1C=NC(=NC1)NC1CC2=CC=CC=C2C1)CC(=O)O 2-(3-cyano-4-(2-((2,3-dihydro-1H-inden-2-yl)amino)pyrimidin-5-yl)-1H-pyrazol-1-yl)acetic acid